N-((S)-4,4,4-Trifluoro-3,3-dimethyl-1-(6-((R*)-1-(4,4,4-trifluorobutanamido)ethyl)-1H-benzo[d]imidazol-2-yl)butyl)-1-(3,3,3-trifluoropropyl)-1H-pyrazole-5-carboxamide FC(C(C[C@@H](C1=NC2=C(N1)C=C(C=C2)[C@@H](C)NC(CCC(F)(F)F)=O)NC(=O)C2=CC=NN2CCC(F)(F)F)(C)C)(F)F |o1:14|